(S)-N-ethyl-N-((R)-1-(5-methoxy-4-(5-(methylthio)-[1,2,4]triazolo[1,5-c]pyrimidin-7-yl)pyridin-2-yl)ethyl)-2-methylpropan-2-sulfinamide C(C)N([S@@](=O)C(C)(C)C)[C@H](C)C1=NC=C(C(=C1)C1=CC=2N(C(=N1)SC)N=CN2)OC